[N+](=O)([O-])C=1C=CC2=C(OC[C@H]3N2CCN(C3)C(=O)OCCCC)C1 butyl (S)-8-nitro-1,2,4a,5-tetrahydrobenzo[b]pyrazino[1,2-d][1,4]oxazine-3(4H)-carboxylate